tris{4-[(4-acetylphenyl)sulfanyl]phenyl}sulfonium hexafluorophosphate F[P-](F)(F)(F)(F)F.C(C)(=O)C1=CC=C(C=C1)SC1=CC=C(C=C1)[S+](C1=CC=C(C=C1)SC1=CC=C(C=C1)C(C)=O)C1=CC=C(C=C1)SC1=CC=C(C=C1)C(C)=O